FC1=C(C(=C(C=C1)OC(C=C)=O)F)F acrylic acid trifluorophenyl ester